8-[(1-([1-(carboxymethyl)-1H-1,2,3-triazol-4-yl]acetyl)azetidin-3-yl)oxy]-4,4-dihydroxy-5-oxa-4-boranuidabicyclo[4.4.0]deca-1(6),7,9-triene C(=O)(O)CN1N=NC(=C1)CC(=O)N1CC(C1)OC1=CC=2O[B-](CCC2C=C1)(O)O